C(#N)C1=C(C=CC(=C1)C(N(C)C)=O)C(CC)C=1C=NN(C1)C 1-(2-cyano-4-(dimethylcarbamoyl)phenyl)-1-(1-methyl-1H-pyrazol-4-yl)propan